3-(4-(2-(7-azaspiro[3.5]nonan-2-yl)ethyl)-3-methyl-2-oxo-2,3-dihydro-1H-benzo[d]imidazol-1-yl)piperidine-2,6-dione C1C(CC12CCNCC2)CCC2=CC=CC=1N(C(N(C12)C)=O)C1C(NC(CC1)=O)=O